CN1C(=CC2=CC=CC=C12)CNC1=CC=C(C=C1)O 4-(((1-methyl-1H-indol-2-yl)methyl)amino)phenol